C(CCCCCCC)(=O)C(O)C(O)CO Capryloyl-glycerol